(S)-4-(3-(4-Amino-2-methylpyrido[3,2-d]pyrimidin-6-yl)phenyl)-2-(2-methylthiazol-5-yl)but-3-yn-2-ol NC=1C2=C(N=C(N1)C)C=CC(=N2)C=2C=C(C=CC2)C#C[C@](C)(O)C2=CN=C(S2)C